C(C)OCN1N=NC=C1 1-Ethoxymethyl-1H-[1,2,3]triazol